C1(CC1)C1=CC(=C(C=C1)NC1=CC(=NC=C1C(=O)NOCC)NC1=NC(=CC(=N1)C)C)N(S(=O)(=O)C)C 4-((4-Cyclopropyl-2-(N-methylmethanesulfonamido)phenyl)amino)-6-((4,6-dimethylpyrimidin-2-yl)amino)-N-Ethoxynicotinamide